(3S)-N-benzyl-3-hydroxypyrrolidine C(C1=CC=CC=C1)N1C[C@H](CC1)O